C(C)(C)(C)OC(=O)NC[C@@]1(OC2=C(C1)C(=C(C=C2)Cl)C2=C(C(=O)OC)C=CC(=C2F)F)C2=CC=CC=C2 methyl 2-((2S,4S)-2-(((tert-Butoxycarbonyl) amino) methyl)-5-chloro-2-phenyl-2,3-dihydrobenzofuran-4-yl)-3,4-difluorobenzoate